NC1=C2C(=C3C=CC(=NC3=C1)OC)C(N(C2C2=C(C=CC(=C2)F)Cl)CC2=CC=C(C=C2)OC)=O 4-Amino-3-(2-chloro-5-fluorophenyl)-7-methoxy-2-(4-methoxybenzyl)-2,3-dihydro-1H-pyrrolo[3,4-f]quinolin-1-one